C(C)(C)(C)C=1C=NN(C1)C=1C=C(C=CC1O)NS(=O)(=O)C1=CC=C(C=C1)C N-(3-(4-(tert-butyl)-1H-pyrazol-1-yl)-4-hydroxyphenyl)-4-methylbenzenesulfonamide